ClC=1C=C(C=NC(C(=O)OC)CC2=CC=C(C=C2)O)C=C(C1)O methyl 2-(3-chloro-5-hydroxybenzylidene-amino)-3-(4-hydroxy-phenyl)propanoate